3-[4-(2-{5-cyano-2-oxo-1,2-dihydrospiro[indole-3,4'-piperidin]-1'-yl}ethoxy)phenyl]oxetane-3-carboxylic acid C(#N)C=1C=C2C(=CC1)NC(C21CCN(CC1)CCOC1=CC=C(C=C1)C1(COC1)C(=O)O)=O